Cl.OC1=CC=C(C=C1)NC(C(C)C)=N N-(4-hydroxyphenyl)-2-methylpropionamidine hydrochloride